methyl (R)-2-((3-nitro-5-(trifluoromethyl)pyridin-2-yl)oxy)propanoate [N+](=O)([O-])C=1C(=NC=C(C1)C(F)(F)F)O[C@@H](C(=O)OC)C